The molecule is an N-acyl-L-arginine that is L-arginine in which one of the hydrogens attached to the alpha-amino group has been replaced by a benzoyl group. It is a N-acyl-L-arginine and a member of benzamides. It derives from a benzoic acid. It is an enantiomer of a N-benzoyl-D-arginine. C1=CC=C(C=C1)C(=O)N[C@@H](CCCN=C(N)N)C(=O)O